(S)-(6-bromopyrazolo[1,5-a]pyridin-3-yl)(4-(5-fluorobenzo[d]oxazol-2-yl)-6,7-dihydro-1H-imidazo[4,5-c]pyridin-5(4H)-yl)methanone BrC=1C=CC=2N(C1)N=CC2C(=O)N2[C@@H](C1=C(CC2)NC=N1)C=1OC2=C(N1)C=C(C=C2)F